1-Bromo-3-fluoro-5-(methylsulfanyl)benzene BrC1=CC(=CC(=C1)SC)F